4-Isopropyl-3-methyl-6H-thieno[2,3-b]pyrrole-6-carboxylic acid tert-butyl ester C(C)(C)(C)OC(=O)N1C2=C(C(=C1)C(C)C)C(=CS2)C